C(CCCCC)N(CCO)CCCCCCCC\C=C/C\C=C/CCCCC 2-(Hexyl((9Z,12Z)-octadeca-9,12-dien-1-yl)amino)ethan-1-ol